2-(4-(2-(2-carboxyethyl)-2-(4-chlorophenyl)-2,3-dihydrobenzo[d]oxazol-7-yl)-2,6-difluorobenzyl)-1-(2-methoxyethyl)-1H-benzo[d]imidazole-6-carboxylic acid C(=O)(O)CCC1(OC2=C(N1)C=CC=C2C2=CC(=C(CC1=NC3=C(N1CCOC)C=C(C=C3)C(=O)O)C(=C2)F)F)C2=CC=C(C=C2)Cl